C(C)S(=O)(=O)C=1C(=NC=CC1)C1=NC=2C(=NC=C(C2)SC(F)(F)F)N1C 2-(3-ethylsulfonyl-pyridin-2-yl)-3-methyl-6-trifluoromethylsulfanyl-3H-imidazo[4,5-b]pyridine